NC1=NC=NN2C1=C(C=C2C=2C(=C(C(=O)N[C@@H]1CN(C[C@@H]1F)C(CC(C)C)=O)C=CC2)F)C(F)(F)F 3-[4-amino-5-(trifluoromethyl)pyrrolo[2,1-f][1,2,4]triazin-7-yl]-2-fluoro-N-[(3R,4S)-4-fluoro-1-(3-methylbutanoyl)pyrrolidin-3-yl]benzamide